N-(4-{[6-(5-chloro-2-fluoro-phenyl)-3-[2-(dimethylamino)-ethoxy]pyridazin-4-yl]amino}-pyridin-2-yl)cyclopropane-carboxamide ClC=1C=CC(=C(C1)C1=CC(=C(N=N1)OCCN(C)C)NC1=CC(=NC=C1)NC(=O)C1CC1)F